ClC=1C=C(C=CC1)N[C@@H](CC(C)C)C(=O)N1[C@@H]2CC([C@H]([C@@H]1C(=O)N[C@@H](C[C@H]1C(NCCC1)=O)C#N)CC2)(F)F (1S,3R,4S)-2-((3-chlorophenyl)-L-leucyl)-N-((S)-1-cyano-2-((S)-2-oxopiperidin-3-yl)ethyl)-5,5-difluoro-2-azabicyclo[2.2.2]octane-3-carboxamide